NC1=C(N=C(O1)C1=CC(=NC=C1)OC)C(=O)OCC ethyl 5-amino-2-(2-methoxypyridin-4-yl)oxazole-4-carboxylate